3-carbamoylazetidine-1-carboxylic acid benzyl ester C(C1=CC=CC=C1)OC(=O)N1CC(C1)C(N)=O